C(C)(C)(C)OC(=O)NS(=O)(=O)N1CC=CC=C1 1-(N-(tert-butoxycarbonyl)sulfamoyl)pyridine